ClC=1C=C2C=3C=C(C=C(C3N(C2=CC1)S(=O)(=O)C1=CC=C(C)C=C1)CCNC(OC(C)(C)C)=O)NC=1N(C=CN1)C tert-Butyl (2-(6-chloro-3-((1-methyl-1H-imidazol-2-yl)amino)-9-tosyl-9H-carbazol-1-yl)ethyl)carbamate